BrC1=CC=C(C=N1)CNS(=O)C(C)(C)C N-[(6-bromo-3-pyridyl)methyl]-2-methyl-propane-2-sulfinamide